ClC=1C=C(C=CC1F)[C@@H]1CN2[C@H](CO1)CN(CC2)C(=O)C2=C(C(=CC=C2)N2CCOCC2)Cl [(3R,9aS)-3-(3-Chloro-4-fluorophenyl)-3,4,6,7,9,9a-hexahydro-1H-pyrazino[2,1-c][1,4]oxazin-8-yl]-(2-chloro-3-morpholinophenyl)methanon